COC=1C=C(C(=O)N2[C@@H]3CC[C@H](C2)[C@H]3NC(OC(C)(C)C)=O)C=C(C1NC)[N+](=O)[O-] tert-butyl N-[(1R,4R,7R)-2-[3-methoxy-4-(methylamino)-5-nitrobenzoyl]-2-azabicyclo[2.2.1]heptan-7-yl]carbamate